[Na+].S1CC(CCC1)NS([O-])(=O)=O Tetrahydro-2H-thiopyran-3-ylsulfamic acid sodium salt